2-(4-Phenoxyphenyl)acetic acid O(C1=CC=CC=C1)C1=CC=C(C=C1)CC(=O)O